6-methyl-chromone-3-formaldehyde CC=1C=C2C(C(=COC2=CC1)C=O)=O